C1(=C(C(=CC(=C1)C)C)/N=C(\C)/C(/C)=N/C1=C(C=C(C=C1C)C)C)C (2E,3E)-N2,N3-dimesitylbutane-2,3-diimine